(R)-2-((tert-butoxycarbonyl)amino)-3-(4-(2-(tert-butyldiphenylsilyl)ethoxy)-3-iodo-phenyl)propionic acid C(C)(C)(C)OC(=O)N[C@@H](C(=O)O)CC1=CC(=C(C=C1)OCC[Si](C1=CC=CC=C1)(C1=CC=CC=C1)C(C)(C)C)I